C(C)(C)(C)OC(NC1=C2CCN(CC2=CC=C1)CC(C)(F)F)=O (2-(2,2-difluoropropyl)-1,2,3,4-tetrahydroisoquinolin-5-yl)carbamic acid tert-butyl ester